1,1,2,2-tetrafluoro-1-iodo-ethane FC(C(F)F)(I)F